NC1=C2C(=C(N(C2=CC(=C1)F)C1=CC(=C(C=C1)F)F)C(COC)(C)C)C1=C(C(=O)O)C=CC=C1 (4-amino-1-(3,4-difluorophenyl)-6-fluoro-2-(1-methoxy-2-methylpropan-2-yl)-1H-indol-3-yl)benzoic acid